N-((2,6-dimethoxyphenyl)sulfonyl)-3-methoxy-4-(thiazol-2-yloxy)benzamide COC1=C(C(=CC=C1)OC)S(=O)(=O)NC(C1=CC(=C(C=C1)OC=1SC=CN1)OC)=O